C1(=CC=CC=C1)C=1N=C(C2=CC=CC=C2C1)C1(C(=C(C(CC1)=O)O)C(C)=O)C1=NC(=CC2=CC=CC=C12)C1=CC=CC=C1.[Ir+3] iridium(III) bis(phenylisoquinolyl)(acetylhydroxycyclohexenone)